7-chloro-3-[6-methyl-5-(pyrrolidin-3-yloxy)pyrazin-2-yl]-1H-indazole ClC=1C=CC=C2C(=NNC12)C1=NC(=C(N=C1)OC1CNCC1)C